C1C[NH2+]C[C@H]1OC2=C(C=C(C=C2)C(=O)NC3=CC(=C(C=C3)O[C@H]4CC[NH2+]C4)C5=CC=C(C=C5)F)C6=CC(=C(C=C6)F)F The molecule is an ammonium ion derivative that is the conjugate acid of 3',4'-difluoro-N-{4'-fluoro-6-[(3S)-pyrrolidin-3-yloxy][biphenyl]-3-yl}-6-[(3S)-pyrrolidin-3-yloxy][biphenyl]-3-carboxamide, obtained by the protonation of the two pyrrolidine moieties. It is the major microspecies at pH 7.3. It is a conjugate acid of a 3',4'-difluoro-N-{4'-fluoro-6-[(3S)-pyrrolidin-3-yloxy][biphenyl]-3-yl}-6-[(3S)-pyrrolidin-3-yloxy][biphenyl]-3-carboxamide.